OC1=C(C(=O)O)C=CC=C1 (Z)-2-hydroxy-benzoic acid